2-hydroxy-N-(3-hydroxycyclobutyl)-N-methyl-benzenesulfonamide OC1=C(C=CC=C1)S(=O)(=O)N(C)C1CC(C1)O